Cl.O1NC(CC1)C=1C=CC(=NC1)O 5-(Isoxazolidin-3-yl)pyridin-2-ol HCl salt